ClC=1C=C(C=CC1C)C\C(\C(=O)NC=1C=C2C(N(C(C2=CC1)=O)C1C(NC(CC1)=O)=O)=O)=N/O (E)-3-(3-chloro-4-methylphenyl)-N-(2-(2,6-dioxopiperidin-3-yl)-1,3-dioxoisoindolin-5-yl)-2-(hydroxyimino)propionamide